CC1=CC=CC(=N1)C1=C(N=CN1)C=1C=C2C=C(C=NC2=CC1)C=1C=C(SC1)C(=O)O[C@H]1CN(CC1)C [(3R)-1-methylpyrrolidin-3-yl] 4-[6-[5-(6-methyl-2-pyridyl)-1H-imidazol-4-yl]-3-quinolyl]thiophene-2-carboxylate